C(C1CO1)OCCC[Si](OC)(OC)C γ-glycidoxypropylmethyl-dimethoxysilane